2-hydroxy-2-methyl-propan-1-one OC(C=O)(C)C